N,N-dimethyl-1-(2-phenylpyrazolo[4,3-c]pyridin-6-yl)azetidine-3-sulfonamide CN(S(=O)(=O)C1CN(C1)C1=CC=2C(C=N1)=CN(N2)C2=CC=CC=C2)C